C[SiH](C)OC(C)(C)C tert-butyl dimethylsilyl ether